N-[(5-methylfuran-2-yl)methyl]-3-[(2-phenylpyrimidin-5-yl)amino]benzamide CC1=CC=C(O1)CNC(C1=CC(=CC=C1)NC=1C=NC(=NC1)C1=CC=CC=C1)=O